Methyl 3'-(N-benzyl-2,4-bis(benzyloxy)-5-isopropylbenzamido)-5-(ethyl(tetrahydro-2H-pyran-4-yl)amino)-4-methyl-[1,1'-biphenyl]-3-carboxylate C(C1=CC=CC=C1)N(C(C1=C(C=C(C(=C1)C(C)C)OCC1=CC=CC=C1)OCC1=CC=CC=C1)=O)C=1C=C(C=CC1)C1=CC(=C(C(=C1)N(C1CCOCC1)CC)C)C(=O)OC